(1R,3S)-3-(3-((3-cyclopropylpyridazin-4-yl)amino)-1H-pyrazol-5-yl)cyclopentyl bicyclo[1.1.1]pentan-1-ylcarbamate C12(CC(C1)C2)NC(O[C@H]2C[C@H](CC2)C2=CC(=NN2)NC2=C(N=NC=C2)C2CC2)=O